FC(C=1C=C(C=C2C=CC=NC12)N[C@@H]1CN(CC1)C(=O)OC(C)(C)C)(F)F tert-butyl (S)-3-((8-(trifluoromethyl)quinolin-6-yl)amino)pyrrolidine-1-carboxylate